FC1(C(C2=CC=CC=C2[C@@]12CC1(OCCO1)CCC2)F)F (1R)-2,2,3-trifluoro-2,3-dihydrodispiro[indene-1,1'-cyclohexane-3',2''-[1,3]dioxolane]